N-[(R)-Amino(6-aminopyridin-2-yl)oxo-λ6-sulfanyliden]-6-tert-butyl-2-(2,4,6-trimethylphenoxy)pyridin-3-carboxamid N[S@](=NC(=O)C=1C(=NC(=CC1)C(C)(C)C)OC1=C(C=C(C=C1C)C)C)(=O)C1=NC(=CC=C1)N